C(C)(C)(C)OC(=O)N1CCC(CC1)CC#N 4-(cyanomethyl)piperidine-1-carboxylic acid tert-butyl ester